FC1=CC=C(C=C1)C1=NSC(=C1)C(C)(C)O 2-(3-(4-fluorophenyl)isothiazol-5-yl)propan-2-ol